2-chlorophenyl phosphorodichloridate P(OC1=C(C=CC=C1)Cl)(=O)(Cl)Cl